NC1=C(CN)C=CC=C1 2-aminobenzylamine